5-[[5-chloro-2-(1H-indazol-3-yl)pyrimidin-4-yl]amino]-3-(3-hydroxy-3-methyl-butyl)-1-methyl-benzimidazol-2-one ClC=1C(=NC(=NC1)C1=NNC2=CC=CC=C12)NC1=CC2=C(N(C(N2CCC(C)(C)O)=O)C)C=C1